[N+](=O)([O-])C1=CC=C(C(=O)ON)C=C1 O-(4-nitrobenzoyl)hydroxylamine